C1=NC=CC2=CC=C(C=C12)C=1N(C2=CC=CC=C2C1)CC1CCCCC1 isoquinolin-7-yl-1-(cyclohexylmethyl)-1H-indole